COC(=O)[C@@H]1[C@H]([C@@H](CCC1)OC)NC(=O)OC(C)(C)C |o1:4,5,6| (1S,2R,3R)-rel-2-((tert-butoxycarbonyl)amino)-3-methoxycyclohexane-1-carboxylic acid methyl ester